tert-Butyl ((5S,8S,10aR)-8-(((R)-chroman-4-yl)carbamoyl)-6-oxo-3-((S)-1,1,1-trifluoropropan-2-yl)decahydropyrrolo[1,2-a][1,5]diazocin-5-yl)carbamate O1CC[C@H](C2=CC=CC=C12)NC(=O)[C@@H]1CC[C@H]2N1C([C@H](CN(CC2)[C@H](C(F)(F)F)C)NC(OC(C)(C)C)=O)=O